5-{[(2,2-dimethylpropionyl)amino]methyl}-2-(trifluoromethyl)-N-{1-[3-(trifluoromethyl)phenyl]-1H-indazol-4-yl}benzamide CC(C(=O)NCC=1C=CC(=C(C(=O)NC2=C3C=NN(C3=CC=C2)C2=CC(=CC=C2)C(F)(F)F)C1)C(F)(F)F)(C)C